Cl.OC[C@@H]1CNCC1 (S)-3-hydroxymethyl-tetrahydropyrrole hydrochloride